methyl-N2-(4-(4-(but-3-yn-1-yl)-4H-1,2,4-triazol-3-yl)-2-aminophenyl)-N8-neopentylpyrido[3,4-d]pyrimidine-2,8-diamine CC=1C2=C(N=C(N1)NC1=C(C=C(C=C1)C1=NN=CN1CCC#C)N)C(=NC=C2)NCC(C)(C)C